N1=CN=C2NC=NC2=C1C=1C(=NC=CC1)NC=1C=CC(=C(C1)NC(C1=C(C=C(C=C1)C(F)(F)F)C(F)(F)F)=O)F N-(5-(3-(9H-purin-6-yl)pyridin-2-ylamino)-2-fluorophenyl)-2,4-bis(trifluoromethyl)benzamid